(S)-1-(oxetan-2-ylmethyl)-2-((4-(6-((5-(trifluoromethyl)thiazol-2-yl)methoxy)pyridin-2-yl)piperidin-1-yl)methyl)-1H-benzo[d]imidazole-6-carboxylic acid O1[C@@H](CC1)CN1C(=NC2=C1C=C(C=C2)C(=O)O)CN2CCC(CC2)C2=NC(=CC=C2)OCC=2SC(=CN2)C(F)(F)F